(6-carbonyl-1,6-dihydro-3-pyridazinyl)benzonitrile C(=O)=C1C=CC(=NN1)C1=C(C#N)C=CC=C1